OC(CC=CC(=O)C(OP(OC[C@@H](CO)O)(=O)O)C[N+](C)(C)C)CCC=O (5-hydroxy-8-oxo-octenoyl)-sn-glycero-3-phosphorylcholine